S1C(=CC=C1)C1=NNC(=C1)NC1=CC=C(C=C1)OCCC1CCN(CC1)C 3-(thiophen-2-yl)-N-(4-(2-(1-methylpiperidin-4-yl)ethoxy)phenyl)-1H-pyrazol-5-amine